C(C)(C)(C)N=[W](NC(C)(C)C)(=NC(C)(C)C)(Cl)Cl bis(tert-butylimino)(tert-butylamino)tungsten dichloride